ClC1=C(C=C2C=C(N=CC2=C1)NC(=O)[C@H]1[C@@H](C1)C=1C=NN(C1)C)C1CCN(CC1)[C@@]1(COC[C@@H]1O)C (1R,2R)-N-(7-chloro-6-(1-((3R,4R)-4-hydroxy-3-methyltetrahydrofuran-3-yl)piperidin-4-yl)isoquinolin-3-yl)-2-(1-methyl-1H-pyrazol-4-yl)cyclopropane-1-carboxamide